FC1=CC=C(C=C1)C1=C(C(=NO1)C(C)C)C=1SC=C(N1)C(=O)NC1=NC=C(C=C1)C1CN(C1)C 2-(5-(4-fluorophenyl)-3-isopropylisoxazol-4-yl)-N-(5-(1-methylazetidin-3-yl)pyridin-2-yl)thiazole-4-carboxamide